ethyl 7-((4-chlorobenzyl)oxy)chromane-2-carboxylate ClC1=CC=C(COC2=CC=C3CCC(OC3=C2)C(=O)OCC)C=C1